[Si](C)(C)(C(C)(C)C)OCC=1C=C(C(=C2C=CN=CC12)CNC1CC(C1)OC1=CC2=C(OC(O2)(F)F)C=C1)F (1r,3r)-N-((8-(((tert-butyldimethylsilyl)oxy)methyl)-6-fluoroisoquinolin-5-yl)methyl)-3-((2,2-difluorobenzo[d][1,3]dioxol-5-yl)oxy)cyclobutan-1-amine